1,1-bis(methacryloyloxy)ethyl isocyanate C(C(=C)C)(=O)OC(C)(OC(C(=C)C)=O)N=C=O